C(C)(=O)N[C@@H](CCC(=O)O)C(=O)N([C@@H](C)C(=O)N[C@@H]([C@@H](C)CC)C(=O)O)S(=O)(=O)C Acetyl-glutamyl-methylsulfonyl-alanyl-isoleucine